CC1C(CC1)C 1,2-Dimethylcyclobutan